NC1CC(C1)O 3-aminocyclobutanol